C[N+](C=1C=2C=CC=CC2C=CC1)(C)[O-] N,N-Dimethylnaphthalen-5-amine N-Oxide